C(C)OC(CCC(=O)C1=NC(=CC(=C1O)C#N)CC1=CC=C(C=C1)C(F)(F)F)=O 4-[4-Cyano-3-hydroxy-6-(4-trifluoromethyl-benzyl)-pyridin-2-yl]-4-oxo-butyric acid ethyl ester